4-(trifluoromethyl)-N-((1R,5S)-1,8,8-trimethyl-2,4-dioxo-3-azabicyclo[3.2.1]oct-3-yl)benzamide FC(C1=CC=C(C(=O)NN2C([C@@]3(CC[C@H](C2=O)C3(C)C)C)=O)C=C1)(F)F